C(C=C)(=O)OCC(CBr)Br 2,3-Dibromopropyl acrylate